C(C)(C)(C)OC(=O)N1[C@@](CCC1=O)(C(=O)O)CC1=CC=CC=C1 (R)-2-benzyl-5-oxopyrrolidine-1,2-dicarboxylic acid 1-(tert-butyl) ester